F[B-](F)(F)F.CN(C=C(\C=[NH+]\C)C1=CC=C(C=C1)[N+](=O)[O-])C (E)-N-(3-(dimethylamino)-2-(4-nitrophenyl)allylidene)-N-methyl-ammonium tetrafluoroborate